7-(2-methoxyphenyl)-2-phenethyl-2,3,4,5-tetrahydro-1H-benzo[c]azepin-1-one COC1=C(C=CC=C1)C1=CC2=C(C(N(CCC2)CCC2=CC=CC=C2)=O)C=C1